N-((3R,5R)-1-Cyano-5-methylpyrrolidin-3-yl)-5-(3-(trifluoromethyl)phenyl)-1,3,4-oxadiazole-2-carboxamide C(#N)N1C[C@@H](C[C@H]1C)NC(=O)C=1OC(=NN1)C1=CC(=CC=C1)C(F)(F)F